N-(4-chloro-3-cyano-1H-indol-7-yl)-1-(2-oxopyrrolidin-3-yl)pyrazole-4-sulfonamide ClC1=C2C(=CNC2=C(C=C1)NS(=O)(=O)C=1C=NN(C1)C1C(NCC1)=O)C#N